[4-(5-tert-butyl-1,2,4-oxadiazol-3-yl)phenyl]-[6-(3-cyclopropyl-1,2,4-triazol-1-yl)-2-azaspiro[3.3]heptane-2-yl]methanone C(C)(C)(C)C1=NC(=NO1)C1=CC=C(C=C1)C(=O)N1CC2(C1)CC(C2)N2N=C(N=C2)C2CC2